[N+](=O)([O-])C1=CC2=C(N=C(O2)N2CCN(CC2)C(C)=O)C=C1 1-(4-(6-nitrobenzo[d]oxazol-2-yl)piperazin-1-yl)ethan-1-one